C(C1=CC=CC=C1)OC1=CC=C(C(=N1)C1=N[C@H](C(NC2=C1C(=C(C=C2)C(F)(F)F)Cl)=S)C)F (3S)-5-(6-benzyloxy-3-fluoro-2-pyridinyl)-6-chloro-3-methyl-7-(trifluoromethyl)-1,3-dihydro-1,4-benzodiazepine-2-Thione